O=C1NC(CCC1N1C(C2=CC=C(C=C2C1)OCC(=O)O)=O)=O 2-[2-(2,6-dioxo-3-piperidyl)-1-oxo-isoindolin-5-yl]oxyacetic acid